1-((6-chloronaphthalen-2-yl)oxy)-3-(4-(3,5-dichloropyridin-2-yl)piperazin-1-yl)propan-2-ol ClC=1C=C2C=CC(=CC2=CC1)OCC(CN1CCN(CC1)C1=NC=C(C=C1Cl)Cl)O